Dimethyl 2-(2-((1H-indol-2-yl)thio)-2-(p-tolyl)ethyl)malonate N1C(=CC2=CC=CC=C12)SC(CC(C(=O)OC)C(=O)OC)C1=CC=C(C=C1)C